6-benzyloxy-5-Chloro-2-hydroxy-7-methoxy-1-[(E)-2-(6-methyl-1,3-benzodioxol-5-yl)vinyl]-3,4-dihydro-1H-isoquinoline C(C1=CC=CC=C1)OC=1C(=C2CCN(C(C2=CC1OC)\C=C\C1=CC2=C(OCO2)C=C1C)O)Cl